2-cyclopentyl-N-(2-(pyridin-4-yl)-1H-pyrrolo[3,2-c]pyridin-6-yl)acetamide C1(CCCC1)CC(=O)NC1=CC2=C(C=N1)C=C(N2)C2=CC=NC=C2